8-((6-chloropyridin-3-yl)methyl)-3-isopropylpyrido[2,3-d]pyrimidine-2,4(3h,8h)-dione ClC1=CC=C(C=N1)CN1C=CC=C2C1=NC(N(C2=O)C(C)C)=O